O=C1NC(CCC1N1C(C2=CC=C(C=C2C1)N1CCN(CC1)CCCC1CCN(CC1)C(=O)OC(C)(C)C)=O)=O tert-butyl 4-(3-(4-(2-(2,6-dioxopiperidin-3-yl)-1-oxoisoindolin-5-yl)piperazin-1-yl)propyl)piperidine-1-carboxylate